7-fluoro-1,3-dihydroisobenzofuran-5-ol FC=1C=C(C=C2COCC12)O